Cl.COC(=O)CCCCC Pentane-1-carboxylic acid methyl ester hydrochloride